F[B-](F)(F)F.C(C=C)C1=NC=CN1C allyl-3-methylimidazole tetrafluoroborate